1-(6-cyclopropyl-2-(((5-(methoxymethyl)-2-(methylthio)pyrimidin-4-yl)oxy)methyl)imidazo[1,2-a]pyridin-8-yl)-3-methylimidazolidine-2,4-dione C1(CC1)C=1C=C(C=2N(C1)C=C(N2)COC2=NC(=NC=C2COC)SC)N2C(N(C(C2)=O)C)=O